ClC12CCC(CC1)(CC2)C(=O)OC methyl 4-chlorobicyclo[2.2.2]octane-1-carboxylate